OC[C@H](C1=CC=CC=C1)NC1=CC(=NC=C1C(=O)NC1(CC2CCC(C1)N2)CO)NC2=CC=C1C(=N2)N(NC1=O)C 4-(((S)-2-hydroxy-1-phenylethyl)amino)-N-(3-(hydroxymethyl)-8-azabicyclo[3.2.1]octan-3-yl)-6-((1-methyl-3-oxo-2,3-dihydro-1H-pyrazolo[3,4-b]pyridin-6-yl)amino)nicotinamide